FCC1(COC1)N1C(N(C(C2=CC(=CC=C12)S(=O)(=O)N)=O)CC1=CN=C(S1)C)=O (3-(fluoromethyl)oxetan-3-yl)-3-((2-methylthiazol-5-yl)methyl)-2,4-dioxo-1,2,3,4-tetrahydroquinazoline-6-sulfonamide